tert-Butyl (R)-3-((R)-(3-fluorophenyl)(hydroxy)methyl)-1-methyl-2-azabicyclo-[2.1.1]hexane-2-carboxylate FC=1C=C(C=CC1)[C@H]([C@@H]1N(C2(CC1C2)C)C(=O)OC(C)(C)C)O